5-Amino-8-furan-2-yl-1-methyl-3-[4-(4-methyl-piperazin-1-yl)-but-2-ynyl]-1,3-dihydro-[1,2,4]triazolo[5,1-i]purin-2-one NC=1N2C(C=3N(C(N(C3N1)CC#CCN1CCN(CC1)C)=O)C)=NC(=N2)C=2OC=CC2